NC1=NC=CC=C1C=1N=C(C=2OCCNC2N1)NCCC1=CNC2=CC=CC=C12 2-(2-amino-3-pyridyl)-N-[2-(1H-indol-3-yl)ethyl]-7,8-dihydro-6H-pyrimido[5,4-b][1,4]oxazin-4-amine